FC1=C(OC2=CC=C(C=C2)C2=NC3=CC(=C(C=C3C(=N2)N)OCCCN2CCOCC2)OC)C=CC=C1 (4-(2-fluorophenoxy)phenyl)-7-methoxy-6-(3-morpholinopropoxy)quinazolin-4-amine